2-(4-(2-((3-(Bis((9Z,12Z,15Z)-2-hydroxyoctadeca-9,12,15-trien-1-yl)amino)butyl)disulfaneyl)ethyl)piperazin-1-yl)ethyl 4-(bis(2-hydroxydodecyl)amino)butanoate OC(CN(CCCC(=O)OCCN1CCN(CC1)CCSSCCC(C)N(CC(CCCCCC\C=C/C\C=C/C\C=C/CC)O)CC(CCCCCC\C=C/C\C=C/C\C=C/CC)O)CC(CCCCCCCCCC)O)CCCCCCCCCC